(1-(tert-butoxycarbonyl)-1,2,3,6-tetrahydropyridin-4-yl)-2-nitrobenzoic acid lithium salt [Li+].C(C)(C)(C)OC(=O)N1CCC(=CC1)C=1C(=C(C(=O)[O-])C=CC1)[N+](=O)[O-]